ClC=1C(NC(C1C1=CC=C(C=C1)O)=O)=O 3-Chloro-4-(4-hydroxyphenyl)-1H-pyrrole-2,5-dione